2-((1-((4-(Diethylamino)butyl)sulfonyl)piperidin-4-yl)amino)-4-(1-(2-hydroxy-2-methylpropyl)-1H-pyrazol-4-yl)pyrimidine-5-carbonitrile C(C)N(CCCCS(=O)(=O)N1CCC(CC1)NC1=NC=C(C(=N1)C=1C=NN(C1)CC(C)(C)O)C#N)CC